Cl.C(C)N(C1CNC1)CC 3-(diethylamino)azetidine hydrochloride